C1(=CC=CC=2CC=CCC12)O 5,8-dihydro-1-naphthol